NC=1C(N(C(N(C1N)C)=O)CC)=O 5,6-diamino-1-methyl-3-ethyluracil